(4aR,7aS)-4-(6-phenylpyridin-2-yl)hexahydropyrrolo[3,4-b][1,4]Oxazine-6(2H)-carbonitrile C1(=CC=CC=C1)C1=CC=CC(=N1)N1[C@H]2[C@@H](OCC1)CN(C2)C#N